C(C)OC(=O)C1=CC2=C(S1)C[C@@]1(C(N(C3=NC=CC=C31)COCC[Si](C)(C)C)=O)C2 (S)-2'-oxo-1'-((2-(trimethylsilyl)ethoxy)methyl)-1',2',4,6-tetrahydrospiro[cyclopenta[b]thiophene-5,3'-pyrrolo[2,3-b]pyridine]-2-carboxylic acid ethyl ester